3-(3-cyano-4-fluorophenyl)-(1S)-(8,9-difluoro-3R-oxido-6-oxo-1,4,5,6-tetrahydro-2H-thiopyrano[3,4-c]isoquinolin-1-yl)-1-methylurea C(#N)C=1C=C(C=CC1F)NC(N(C)[C@@H]1C[S@](CC=2NC(C=3C=C(C(=CC3C21)F)F)=O)=O)=O